C1(CC1)C1=CC(=C(C=N1)OS(=O)(=O)C(F)(F)F)[Si](CC)(CC)CC Trifluoromethanesulfonic acid (6-cyclopropyl-4-triethylsilyl-3-pyridyl) ester